6,9,12,15-tetraoxa-3,19-diazahenicosan CCNCCOCCOCCOCCOCCCNCC